3-(N-(2-(3,3-difluoropiperidin-1-yl)-5-(trifluoromethyl)phenyl)sulfamoyl)-4-ethylbenzoic acid FC1(CN(CCC1)C1=C(C=C(C=C1)C(F)(F)F)NS(=O)(=O)C=1C=C(C(=O)O)C=CC1CC)F